(2S)-3-(4-fluorophenyl)sulfonyl-N-[[3-fluoro-5-[2-(trifluoromethyl)pyrimidin-5-yl]phenyl]methyl]-3-azabicyclo[2.1.1]hexane-2-carboxamide FC1=CC=C(C=C1)S(=O)(=O)N1[C@@H](C2CC1C2)C(=O)NCC2=CC(=CC(=C2)C=2C=NC(=NC2)C(F)(F)F)F